tert-butyl 4-[(5-chloro-2-pyridyl)-phenyl-methyl]-4-hydroxy-piperidine-1-carboxylate ClC=1C=CC(=NC1)C(C1(CCN(CC1)C(=O)OC(C)(C)C)O)C1=CC=CC=C1